N-(2-((5-bromo-2-((2-methoxy-5-(1-methyl-1H-pyrazol-4-yl)-4-(4-morpholinopiperidin-1-yl)phenyl)amino)pyrimidin-4-yl)amino)phenyl)methanesulfonamide BrC=1C(=NC(=NC1)NC1=C(C=C(C(=C1)C=1C=NN(C1)C)N1CCC(CC1)N1CCOCC1)OC)NC1=C(C=CC=C1)NS(=O)(=O)C